2,2-dimethyl-3-((1-(methyl-d3)-4-nitro-1H-pyrazol-3-yl)oxy)cyclobutan-1-ol CC1(C(CC1OC1=NN(C=C1[N+](=O)[O-])C([2H])([2H])[2H])O)C